tert-butyl rac-(3S)-3-methyl-6-[2-(1-methylazetidin-3-yl)indazol-5-yl]-3,4-dihydro-2H-pyridine-1-carboxylate C[C@@H]1CN(C(=CC1)C1=CC2=CN(N=C2C=C1)C1CN(C1)C)C(=O)OC(C)(C)C |r|